6-fluoro-8-(2,2,3,3,10,10,11,11-octamethyl-4,9-dioxa-3,10-disiladodecan-6-yl)isoquinoline-5-carbaldehyde FC1=C(C=2C=CN=CC2C(=C1)C(CO[Si](C(C)(C)C)(C)C)CCO[Si](C(C)(C)C)(C)C)C=O